O1C(=NC=C1)N1CCCCC1 1-(oxazol-2-yl)piperidin